BrC=1C(=NN2C1N=CC=C2C(=O)NC2CC1=CC=CC=C1C2)C=O 3-bromo-2-formyl-N-indan-2-yl-pyrazolo[1,5-a]pyrimidine-7-carboxamide